calcium acetyltaurate C(C)(=O)NCCS(=O)(=O)[O-].[Ca+2].C(C)(=O)NCCS(=O)(=O)[O-]